C1(CC1)OC1=NC(=C(C=2N=C(N=C(C21)N2C[C@@](CCC2)(O)C)S(=O)(=O)C)F)C2=CC(=CC1=CC=C(C(=C21)CC)F)OCOC (R)-1-(5-cyclopropoxy-7-(8-ethyl-7-fluoro-3-(methoxymethoxy)naphthalen-1-yl)-8-fluoro-2-(methylsulfonyl)pyrido[4,3-d]pyrimidin-4-yl)-3-methylpiperidin-3-ol